C(C(C)C)C1=CC=C(C=C1)[C@H](C(=O)CS(=O)(=O)N)C R-(-)-2-(4-isobutylphenyl)propionylmethanesulfonamide